C(C)(C)(C)OC(N(CC1=C(C2=C(N=CN2C)C(=C1)C1=CC=C(C=C1)OC(F)(F)F)C#N)C(=O)OC(C)(C)C)=O N-tert-Butoxycarbonyl-N-[[4-cyano-3-methyl-7-[4-(trifluoromethoxy)phenyl]benzimidazol-5-yl]methyl]carbamic acid tert-butyl ester